C(#C)C1=CC(=C(C=C1)C1=C(C=C(N=N1)C(C(=O)N)NC1CCC1)C)O (6-(4-ethynyl-2-hydroxyphenyl)-5-methylpyridazin-3-yl)-2-(cyclobutylamino)acetamide